indol-3-ylmethyl-(tryptophan) N1C=C(C2=CC=CC=C12)CN[C@@H](CC1=CNC2=CC=CC=C12)C(=O)O